Cl.FC(=C1CC(NC1)(C(=O)OC)C)F methyl 4-(difluoromethylene)-2-methylpyrrolidine-2-carboxylate hydrochloride